OC1=CC=C(C=C1)C(C(=O)O)CO 4-hydroxy-α-(hydroxymethyl)benzeneacetic acid